8-[6-(2-hydroxypropan-2-yl)pyridin-3-yl]-3-methyl-6-oxo-2H,3H,4H,6H-pyrimido[2,1-b][1,3]thiazine-7-carbonitrile OC(C)(C)C1=CC=C(C=N1)C=1N=C2SCC(CN2C(C1C#N)=O)C